N-(3-tert-butylisoxazol-5-yl)carbamic acid 2,2,2-trichloroethyl ester ClC(COC(NC1=CC(=NO1)C(C)(C)C)=O)(Cl)Cl